C1(=CC=CC2=CC=CC=C12)S(=O)(=O)[O-] Naphthalensulfonat